N-(2-hydroxyethyl)-N-{3-[(methanesulfonyl)amino]propyl}-3-[2-(trifluoromethyl)[1,1'-biphenyl]-4-yl]prop-2-ynamide OCCN(C(C#CC1=CC(=C(C=C1)C1=CC=CC=C1)C(F)(F)F)=O)CCCNS(=O)(=O)C